2-[(1R,2S)-2,6-dimethyl-2,3-dihydro-1H-inden-1-yl]-1H-isoindole-1,3(2H)-dione C[C@@H]1[C@H](C2=CC(=CC=C2C1)C)N1C(C2=CC=CC=C2C1=O)=O